Bis(2,4,6-trimethoxyphenyl)oxalyldiamine COC1=C(C(=CC(=C1)OC)OC)NC(C(=O)NC1=C(C=C(C=C1OC)OC)OC)=O